ClC=1C=CC(=C(C1)[C@@]1(C(NC2=C1C=NC(=C2)C(F)(F)F)=O)C)OC (3R)-3-(5-chloro-2-methoxyphenyl)-3-methyl-6-(trifluoromethyl)-1H-pyrrolo[3,2-c]pyridin-2(3H)-one